2-dimethylamino-1-methyl-3,4-diethyl-1,4,5,6-tetrahydropyrimidinium CN(C1[NH+](CCC(N1CC)CC)C)C